8-(1-Acryloylpiperidin-4-yl)-2-(4-methoxyphenyl)-5,6,7,8-tetrahydroimidazo[1,2-b]pyridazine-3-carboxamide C(C=C)(=O)N1CCC(CC1)C1C=2N(NCC1)C(=C(N2)C2=CC=C(C=C2)OC)C(=O)N